C(C=C)OC1=C(C=C(C=C1OC)/C=C/C(=O)OC[C@H]1O[C@H]([C@@H]([C@H]([C@@H]1O)O)O)O[C@H]1COC(C1)=O)OC ((2R,3S,4S,5R,6R)-3,4,5-trihydroxy-6-(((R)-5-oxotetrahydrofuran-3-yl)oxy)tetrahydro-2H-pyran-2-yl)methyl (E)-3-(4-(allyloxy)-3,5-dimethoxyphenyl)acrylate